CN(C=1C=C(C=CC1)C=1N=C2N(CC1)C=C(C=C2)N2C[C@@H](NCC2)C)C 2-[3-(dimethylamino)phenyl]-7-[(3S)-3-methylpiperazin-1-yl]-4H-pyrido[1,2-a]pyrimidin